C(#N)CCCOC=1C=C(C=C(C1)C(F)(F)F)NS(=O)(=O)C1=C(C=C(C=C1C(C)C)C(C)C)C(C)C N-(3-(3-Cyanopropoxy)-5-(trifluoromethyl)phenyl)-2,4,6-triisopropylbenzenesulfonamide